4-[[4-(4-hydroxyphenyl)-1-piperazinyl]carbonyl]-2-(1-methylethyl)-1(2H)-phthalazinone OC1=CC=C(C=C1)N1CCN(CC1)C(=O)C1=NN(C(C2=CC=CC=C12)=O)C(C)C